1,4-diisopropyl-1,4-diaza-1,3-butadiene C(C)(C)N=CC=NC(C)C